(2S,4S)-1-[2-[4-(1,3-Benzothiazol-7-ylamino)-1-piperidyl]acetyl]-4-fluoro-pyrrolidin-2-carbonitril S1C=NC2=C1C(=CC=C2)NC2CCN(CC2)CC(=O)N2[C@@H](C[C@@H](C2)F)C#N